5-(pyrrolidin-1-yl)-3,4-dihydroisoquinolin-1(2H)-one N1(CCCC1)C1=C2CCNC(C2=CC=C1)=O